Cl.ClC=1C=C2C(=NC1)NC(=C2)C(=O)N(C)[C@H](C(=O)O)CC2=C(C=C(C=C2)F)F (S)-2-(5-chloro-N-methyl-1H-pyrrolo[2,3-b]pyridine-2-carboxamido)-3-(2,4-difluorophenyl)propanoic acid hydrochloride